NCC(CCCCCC)N 1,2-diaminooctan